3-bromo-5-nitro-2-(2H-1,2,3-triazol-2-yl)pyridine [4-[3-(Difluoromethyl)-4-nitro-pyrazol-1-yl]cyclohexyl]methyl-methanesulfonate sodium thiosulfate monohydrate O.S(=S)(=O)([O-])O.[Na+].FC(C1=NN(C=C1[N+](=O)[O-])C1CCC(CC1)CCS(=O)(=O)O)F.BrC=1C(=NC=C(C1)[N+](=O)[O-])N1N=CC=N1